C(C)(C)(C)OC(=O)N1[C@H](CCC1)NC1=NC(=CC=C1Br)Cl (R)-((3-bromo-6-chloropyridin-2-yl)amino)pyrrolidine-1-carboxylic acid tert-butyl ester